(1s,4s)-4-({[(2S,3S,4R,5R)-5-[4-amino-5-(1-methyl-1H-pyrazol-3-yl)-7H-pyrrolo[2,3-d]pyrimidin-7-yl]-3,4-dihydroxyoxolan-2-yl] formamido} methyl)cyclohexyl 2,2,2-trifluoroacetate FC(C(=O)OC1CCC(CC1)CNC(=O)[C@H]1O[C@H]([C@@H]([C@@H]1O)O)N1C=C(C2=C1N=CN=C2N)C2=NN(C=C2)C)(F)F